(4-(3-(2,6-dichlorophenyl)azetidin-1-yl)benzyl)-4-methylpiperidin-4-ol ClC1=C(C(=CC=C1)Cl)C1CN(C1)C1=CC=C(CN2CCC(CC2)(O)C)C=C1